N=1N(N=CC1)C1=C(C=C(C=N1)C1=C(C(=NC(=N1)C1=C(C=CC=C1)C(F)(F)F)C)C(=O)N)C(F)(F)F (6-(2H-1,2,3-triazol-2-yl)-5-(trifluoromethyl)pyridin-3-yl)-4-methyl-2-(2-(trifluoromethyl)phenyl)pyrimidine-5-carboxamide